diazaphosphorine C1=CN=NP=C1